6-(8-(benzo[d]thiazol-2-ylcarbamoyl)-3,4-dihydroisoquinolin-2(1H)-yl)-3-(5-methyl-1-(2-(3-morpholinopropoxy)benzyl)-1H-pyrazol-4-yl)picolinic acid tert-butyl ester C(C)(C)(C)OC(C1=NC(=CC=C1C=1C=NN(C1C)CC1=C(C=CC=C1)OCCCN1CCOCC1)N1CC2=C(C=CC=C2CC1)C(NC=1SC2=C(N1)C=CC=C2)=O)=O